1-[2-[(2R,3S)-2,3-Dihydroxy-4-[2-(2-oxopyrrolidin-1-yl)ethylsulfanyl]butyl]sulfanylethyl]pyrrolidin-2-on O[C@@H](CSCCN1C(CCC1)=O)[C@@H](CSCCN1C(CCC1)=O)O